CC=1C(=NC(=C(C1)N)C1=CC=CC=C1)C=1C=NC(=CC1)S(=O)(=O)C 3-methyl-6'-(methylsulfonyl)-6-phenyl-[2,3'-bipyridin]-5-amine